N[C@H](C(=O)O)CC=1N=C(NC1)CCC (S)-2-amino-3-(2-propyl-1H-imidazol-4-yl)propanoic acid